N-(3-((3,5-dimethylisoxazol-4-yl)methoxy)benzoyl)-5-(trifluoromethyl)picolinohydrazide CC1=NOC(=C1COC=1C=C(C(=O)N(N)C(C2=NC=C(C=C2)C(F)(F)F)=O)C=CC1)C